3-[4,4-Bis-(4-fluoro-phenyl)-2-oxo-imidazolidin-1-yl]-1-methyl-(2-oxo-2-pyridin-2-yl-ethyl)-pyrrolidinium FC1=CC=C(C=C1)C1(NC(N(C1)C1C[N+](CC1)(C)CC(C1=NC=CC=C1)=O)=O)C1=CC=C(C=C1)F